di(pentadecan-7-yl) 3,3'-(((1-(3-(pyrrolidin-1-yl)propyl)-1H-pyrazol-4-yl)methyl)azanediyl)dipropionate N1(CCCC1)CCCN1N=CC(=C1)CN(CCC(=O)OC(CCCCCC)CCCCCCCC)CCC(=O)OC(CCCCCC)CCCCCCCC